C1(C=CC(N1)=O)=S thiomaleimid